N-[(4-{[(cis-4-hydroxy-4-methylcyclohexyl)methyl]amino}-3-nitrophenyl)sulfonyl]-2-(1H-pyrrolo[2,3-b]pyridin-5-yloxy)benzamide OC1(CCC(CC1)CNC1=C(C=C(C=C1)S(=O)(=O)NC(C1=C(C=CC=C1)OC=1C=C2C(=NC1)NC=C2)=O)[N+](=O)[O-])C